2-[4-[5-methyl-2-[(2S)-2-methylazetidin-1-yl]-6-(trifluoromethyl)pyrimidin-4-yl]pyrazol-1-yl]-1-piperazin-1-yl-ethanone CC=1C(=NC(=NC1C(F)(F)F)N1[C@H](CC1)C)C=1C=NN(C1)CC(=O)N1CCNCC1